CC1CCN2C1=NC=C2 7-methyl-6,7-dihydro-5H-pyrrolo[1,2-a]imidazole